C(CC(=O)N[C@@H](CSSC[C@@H](C(=O)NCC(=O)[O-])NC(=O)CC[C@@H](C(=O)[O-])[NH3+])C(=O)NCC(=O)[O-])[C@@H](C(=O)[O-])[NH3+] The molecule is a doubly-charged peptide anion arising from deprotonation of the four carboxy groups and protonation of the two amino groups of glutathione disulfide; major species at pH 7.3. It has a role as a human metabolite and a Saccharomyces cerevisiae metabolite. It is a conjugate base of a glutathione disulfide.